C(=O)(O)C1=CC=C(C=C1)S(=O)(=O)N 4-Carboxybenzenesulfonamide